Cl.FC1=CC=C(C=C1)[C@H]1[C@@H](C1)N (1R,2S)-2-(4-fluorophenyl)cyclopropan-1-amine hydrochloride salt